NC(C)CCCCCCCCCCCCCCC(CCC)N 2,17-diaminoeicosane